C(C)(C)(C)[Si](C1=CC=CC=C1)(C1=CC=CC=C1)OC1C2COCC1CC2 tert-butyl({3-oxabicyclo[3.2.1]octan-8-yloxy})diphenylsilane